3-chloro-5-{2-[(3S,4S)-3-methyl-4-({4-[(3-methyloxetan-3-yl)sulfonyl]phenoxy}methyl)pyrrolidin-1-yl]ethyl}benzonitrile ClC=1C=C(C#N)C=C(C1)CCN1C[C@H]([C@@H](C1)COC1=CC=C(C=C1)S(=O)(=O)C1(COC1)C)C